C(C1=CC=CC=C1)N1C2=C(SCC1)C=CC(=C2)CN (4-benzyl-3,4-dihydro-2H-benzo[b][1,4]thiazin-6-yl)methylamine